(S)-8-((5-bromopentyl)oxy)-7-methoxy-5,11-dioxo-5,10,11,11a-Tetrahydro-1H-benzo[e]pyrrolo[1,2-a][1,4]diazepin-2-yl trifluoromethanesulfonate FC(S(=O)(=O)OC=1C[C@@H]2N(C(C3=C(NC2=O)C=C(C(=C3)OC)OCCCCCBr)=O)C1)(F)F